C1(CC1)C=1C=CC(=NC1F)[C@@H](NC(=O)[C@@H]1[C@H]2C[C@H]2CN1C(CC1=CN=NN1)=O)C1=CC=CC=C1 (1S,2S,5R)-N-[(S)-(5-cyclopropyl-6-fluoropyridin-2-yl)(phenyl)methyl]-3-[2-(1H-1,2,3-triazol-5-yl)acetyl]-3-azabicyclo[3.1.0]hexane-2-carboxamide